4-chloro-2-(trifluoromethyl)phenol ClC1=CC(=C(C=C1)O)C(F)(F)F